COC1CN(C1)C=1C=CC=2C3(C4=CC=C(C=C4OC2C1)N1CC(C1)OC)OCC1=CC=CC=C13 3',6'-bis(3-methoxyazetidin-1-yl)-3H-spiro[isobenzofuran-1,9'-xanthene]